C(C=CCCCCCCCCC)(N)(N)N dodecenetriamine